C(C)N1C2=NC(=NC(=C2N=C1)N[C@@H]1CN(CC1)S(=O)(=O)CC(F)(F)F)N[C@@H](CO)C(C)C (R)-2-((9-ethyl-6-(((S)-1-(2,2,2-trifluoroethylsulfonyl)pyrrolidin-3-yl)amino)-9H-purin-2-yl)amino)-3-methylbutan-1-ol